O=C1NC(CCC1N1C(C2=CC=CC(=C2C1=O)NCCC(=O)N1CCN(CC1)C=1OC2=C(C=C(C=C2C(C1)=O)C)[C@@H](C)NC1=C(C(=O)OC(C)(C)C)C=CC=C1)=O)=O tert-butyl 2-(((1R)-1-(2-(4-(3-((2-(2,6-dioxopiperidin-3-yl)-1,3-dioxoisoindolin-4-yl)amino)propanoyl)piperazin-1-yl)-6-methyl-4-oxo-4H-chromen-8-yl)ethyl)amino)benzoate